C(C1=CC=CC=C1)[C@H](C(=O)NC=1C(=NC2=C(C=CC=C2C1)F)C)CC(C)(C)C (2R)-2-benzyl-N-(8-fluoro-2-methyl-3-quinolyl)-4,4-dimethyl-pentanamide